ClC=1C=CC(=NC1OC(F)F)NC(OC(C)(C)C)=O tert-butyl (5-chloro-6-(difluoromethoxy)pyridin-2-yl)carbamate